ClC1=C(C=CC=C1C1=NC(=C(C=O)C=C1)OCC)C1=C(C(=CC=C1)NC=1C2=C(N=C(N1)C)C=CC=N2)C 6-(2-chloro-2'-methyl-3'-((2-methylpyrido[3,2-d]pyrimidin-4-yl)amino)-[1,1'-biphenyl]-3-yl)-2-ethoxynicotinaldehyde